C(C)(C)N1N=CC(=C1)C=1C=C(C=CC1)N(C(=O)[C@@H]1CC[C@H](CC1)NC(OC(C)(C)C)=O)C[C@@H]1CC[C@H](CC1)C1=CC(=C(C=C1)OC)C tert-Butyl (trans-4-((3-(1-isopropyl-1H-pyrazol-4-yl)phenyl)((trans-4-(4-methoxy-3-methylphenyl)cyclohexyl)methyl)carbamoyl)-cyclohexyl)carbamate